tert-butyl 3',4'-dihydrospiro[azetidine-3,2'-pyrido[3,2-b][1,4]oxazine]-1-carboxylate O1C2=C(NCC13CN(C3)C(=O)OC(C)(C)C)N=CC=C2